C(C)OC1=C(C(N(C=C1)C1=CC=C(C=C1)OC)=O)C(=O)NC1=CC(=C(C=C1)OC1=C2C(=NC=C1)C=C(S2)C2=NC=C(C=C2)CNCCOC)F 4-ethoxy-N-(3-fluoro-4-{[2-(5-{[(2-methoxyethyl)amino]methyl}pyridin-2-yl)thieno[3,2-b]pyridin-7-yl]oxy}phenyl)-1-(4-methoxyphenyl)-2-oxo-1,2-dihydropyridine-3-carboxamide